Methyl (2R,3R)-3-((S)-1-((S,E)-4-((S)-2-((tert-Butoxycarbonyl)amino)-N,3,3-trimethylbutanamido)-2,5-dimethylhex-2-enoyl)pyrrolidin-2-yl)-3-methoxy-2-methylpropanoate C(C)(C)(C)OC(=O)N[C@H](C(=O)N(C)[C@H](/C=C(/C(=O)N1[C@@H](CCC1)[C@@H]([C@H](C(=O)OC)C)OC)\C)C(C)C)C(C)(C)C